2-methylfurancarboxylate CC1(OC=CC1)C(=O)[O-]